C(CCCCCCC\C=C/C\C=C/CCCCC)(=O)OCC(COC(CCC(OCCCCCCCC)OCCCCCCCC)=O)COC(=O)OC1CCN(CC1)CC 3-((4,4-bis(octyloxy)butanoyl)oxy)-2-(((((1-ethylpiperidin-4-yl)oxy)carbonyl)oxy)methyl)propyl (9Z,12Z)-octadeca-9,12-dienoate